CC(C(=O)C1=CC=C(C=C1)SC)(C)N1CCOCC1 2-methyl-1-[4-(methylsulfanyl)phenyl]-2-morpholino-propan-1-one